pentylenediamine phthalate C(C=1C(C(=O)O)=CC=CC1)(=O)O.C(CCCCN)N